O=C1N(C(C2=CC=CC=C12)CC1=CC=C(C#N)C=C1)CC1=CC2=C(NC(O2)=O)C=C1 4-((3-oxo-2-((2-oxo-2,3-dihydrobenzo[d]oxazol-6-yl)methyl)isoindolin-1-yl)methyl)benzonitrile